ClC1OCCO1 chloro-1,3-dioxolane